N1(CCC=CC1)C(=O)O.NC1CCC(CC1)C(C(F)(F)F)(C(F)(F)F)C1CCC(CC1)N 2,2-bis(4-aminocyclohexyl)hexafluoropropane 3,6-dihydropyridine-1(2H)-carboxylate